methyl 2-((4-fluoro-2-hydroxyphenyl) amino)-4-(trifluoromethyl)-benzoate FC1=CC(=C(C=C1)NC1=C(C(=O)OC)C=CC(=C1)C(F)(F)F)O